ClC=1C=CC(=C(C1)NC(=O)NC1CN(C(C1)=O)C1=CC=C(C=C1)C)C 1-(5-chloro-2-methylphenyl)-3-[1-(4-methylphenyl)-5-oxopyrrolidin-3-yl]urea